5-hydroxy-N-ethyl-N-allyltryptamine OC1=CC=C2NC=C(CCN(CC=C)CC)C2=C1